5-benzyl-N-(4-(4-methoxyphenyl)pyridin-2-yl)-4H-1,2,4-triazole-3-carboxamide C(C1=CC=CC=C1)C=1NC(=NN1)C(=O)NC1=NC=CC(=C1)C1=CC=C(C=C1)OC